C(C)(=O)OC(C=C)(F)F 1,1-difluoroallyl acetate